(5-bromo-1H-pyrazole-3-carbonyl)piperidine-4-carboxylic acid tert-butyl ester C(C)(C)(C)OC(=O)C1CCN(CC1)C(=O)C1=NNC(=C1)Br